C(CCCCCC)[C@@H]1CC[C@H](CC1)C1=CC=C(C=C1)O trans-4-(4-heptyl-cyclohexyl)phenol